C12CCC2CC1 bicyclo[2.2.0]Hexane